2-methylpropan-2-yl ({3-cyano-4-[2,6-dichloro-8-fluoro-4-(6-hydroxy-6-methyl-1,4-oxazepan-4-yl)quinazolin-7-yl]thieno[2,3-c]pyridin-2-yl}amino)methanoate C(#N)C1=C(SC2=CN=CC(=C21)C2=C(C=C1C(=NC(=NC1=C2F)Cl)N2CCOCC(C2)(C)O)Cl)NC(=O)OC(C)(C)C